3-ISOPROPOXY-3-OXOPROPANOIC ACID C(C)(C)OC(CC(=O)O)=O